6-chloro-3-((fluoromethyl)selanyl)-1H-indole ClC1=CC=C2C(=CNC2=C1)[Se]CF